propionyl-6-azaspiro[3.4]octan C(CC)(=O)C1CCC12CNCC2